C(C=C)(=O)OCCCCCC[Si](OC)(OC)CCC acryloyloxyhexylpropyldimethoxysilane